1-(2-(4'-(2-methoxyethoxy)-[1,1'-biphenyl]-4-yl)propan-2-yl)-3-(4-methyl-1-azabicyclo[3.2.2]non-4-yl)urea COCCOC1=CC=C(C=C1)C1=CC=C(C=C1)C(C)(C)NC(=O)NC1(CCN2CCC1CC2)C